IC=1C=NN2C1C=CC(=C2)C=2N=CN(C2)CCO 2-(4-(3-iodopyrazolo[1,5-a]pyridin-6-yl)-1H-imidazol-1-yl)ethan-1-ol